ClC1=C2C(=NC=C1OC=1C=NN3C1C=NC=C3)N=C(N2C)NC2=CC(=C(CN3C[C@@H](CC3)O)C=C2)C(F)(F)F (R)-1-(4-((7-chloro-1-methyl-6-(pyrazolo[1,5-a]pyrazin-3-yloxy)-1H-imidazo[4,5-b]pyridin-2-yl)amino)-2-(trifluoromethyl)benzyl)pyrrolidin-3-ol